OCC(C(=O)N(C(C)C)C1=CC=C(C=C1)O)CC=C 2-(hydroxymethyl)-N-(4-hydroxyphenyl)-N-isopropylpent-4-enamide